S1C=CC=2C1=NC(=CC2)C(=O)O thieno[2,3-b]pyridine-6-carboxylic acid